CC1=C(C=CC(=C1)C)C1CC=2C=NN(C(C2CC1)=O)C=1N=CSC1 6-(2,4-dimethylphenyl)-2-(thiazol-4-yl)-5,6,7,8-tetrahydrophthalazin-1(2H)-one